ClC=1C=C(C=CC1Cl)NC(=O)N1CCC(CC1)N1C(NC2=C1C=CC=C2C2=CC=C(C=C2)S(N)(=O)=O)=O N-(3,4-dichlorophenyl)-4-[2-oxo-4-(4-sulfamoylphenyl)-2,3-dihydro-1H-1,3-benzodiazol-1-yl]piperidine-1-carboxamide